[C-]#N.C(CCCCCC)[N+]1=C(C=CC=C1)CCCC 1-Heptyl-2-butylpyridinium cyanid